2-[1-(2-pyrimidine-2-yl-1,2,4-triazole-3-yl) ethylamino]Ethyl benzoate C(C1=CC=CC=C1)(=O)OCCNC(C)C=1N(N=CN1)C1=NC=CC=N1